ClC=1C=C(C=CC1)[C@@H](CO)NC(=O)C=1OC=C(N1)C1=NC(=NC=C1C)NC=1C=NOC1 (S)-N-(1-(3-chlorophenyl)-2-hydroxyethyl)-4-(2-(isoxazol-4-ylamino)-5-methylpyrimidin-4-yl)oxazole-2-carboxamide